FC(OC[C@H]1N(CC(CC1)C1=CC=C(C=C1)C(F)(F)F)C1=CC(=C(C(=O)O)C=C1)F)F 4-((2S)-2-((difluoromethoxy)methyl)-5-(4-(trifluoromethyl)phenyl)piperidin-1-yl)-2-fluorobenzoic acid